C1(CC1)C=1C=C(CN2CCN(CC2)CC2=CC(=C(OC(C(=O)O)(C)C)C(=C2)C)C)C=CC1C(F)(F)F 2-(4-((4-(3-cyclopropyl-4-(trifluoromethyl)benzyl)piperazin-1-yl)methyl)-2,6-dimethylphenoxy)-2-methylpropanoic acid